N1(C=NC=C1)C=1C=C(C(=O)NC2C3(CCC3)CCCC2)C=CN1 2-(1H-imidazol-1-yl)-N-(spiro[3.5]nonan-5-yl)isonicotinamide